2-bromo-N-[7-(3,5-dimethylphenoxy)-4-methyl-3-[2-(4-methylpiperazin-1-yl)-2-oxoethyl]-2,5-dioxo-2,3,4,5-tetrahydro-1H-benzo[e][1,4]Diazepin-8-yl]-3,4,5-tris(trideuteromethoxy)benzamide BrC1=C(C(=O)NC=2C(=CC3=C(NC(C(N(C3=O)C)CC(=O)N3CCN(CC3)C)=O)C2)OC2=CC(=CC(=C2)C)C)C=C(C(=C1OC([2H])([2H])[2H])OC([2H])([2H])[2H])OC([2H])([2H])[2H]